ClC1=C(C=C(C=C1)C1=C(C(=CC=C1)C=1OC2=C(N1)C=C(C(=C2)OC)CN2C(CCCC2)CC(=O)O)C)OCCCN2CCOCC2 1-((2-(4'-chloro-2-methyl-3'-(3-morpholinopropoxy)-[1,1'-biphenyl]-3-yl)-6-methoxybenzo[d]oxazol-5-yl)methyl)piperidine-2-acetic acid